Benzyl 2-[3-[tert-butyl(diphenyl)silyl]oxypropoxymethyl]-3,3,3-trifluoro-2-hydroxy-propanoate [Si](C1=CC=CC=C1)(C1=CC=CC=C1)(C(C)(C)C)OCCCOCC(C(=O)OCC1=CC=CC=C1)(C(F)(F)F)O